IC1=CC=C(N=N1)NC1C[C@]2(CC[C@@](C1)(N2C(=O)OC(C)(C)C)C)C tert-butyl (1R,3S,5S)-3-[(6-iodopyridazin-3-yl)amino]-1,5-dimethyl-8-azabicyclo[3.2.1]octane-8-carboxylate